ethyl (R)-1-(1-azido-3,3-dimethylbutan-2-yl)-4-oxo-1,4-dihydropyridine-3-carboxylate N(=[N+]=[N-])C[C@@H](C(C)(C)C)N1C=C(C(C=C1)=O)C(=O)OCC